3-methyl-5-(5-(oxazol-2-yl)pyridin-3-yl)phenyl (4-methylcyclohexyl)carbamate CC1CCC(CC1)NC(OC1=CC(=CC(=C1)C=1C=NC=C(C1)C=1OC=CN1)C)=O